C1(=CC=CC=C1)[C@H](O)C1CCOCC1 (R)-phenyl-(tetrahydro-2H-pyran-4-yl)-methanol